ClC1=C(C=CC=C1)[C@]1([C@H](CCCC1)NC[C@@H](C)C1=CC=CC=C1)NC (1R,2S)-1-(2-chlorophenyl)-N1-methyl-N2-((S)-2-phenylpropyl)cyclohexane-1,2-diamine